4-hydroxy-1H-benzol OC1=CCCC=C1